N-[(3S)-1-benzylpyrrolidin-3-yl]benzamide C(C1=CC=CC=C1)N1C[C@H](CC1)NC(C1=CC=CC=C1)=O